CC1(CC=C)CO1 4-methyl-4,5-epoxypentene